FC1=CC=C(C=C1)C(CO)NC(=O)C1=C(OC=2N=CN=C(C21)NC2(CC2)C)C N-[1-(4-fluorophenyl)-2-hydroxyethyl]-6-methyl-4-[(1-methylcyclopropyl)amino]furo[2,3-d]pyrimidine-5-carboxamide